(4S)-3,3-dideutero-2,2-dimethyl-4-(tridecylmethyl)pyrrolidine [2H]C1(C(NC[C@H]1CCCCCCCCCCCCCC)(C)C)[2H]